CN(C=O)C.[I] iodine N,N-dimethylformamide